CC(C)(C)OC(=O)N1CC([C@H](CC1)OCC#C)(F)F (4S)-3,3-difluoro-4-(prop-2-ynyloxy)piperidine-1-carboxylic acid 2-methylpropan-2-yl ester